Benzyl 4-[4-[(4R)-4-amino-2-oxo-pyrrolidin-1-yl]phenyl]sulfonylpiperazine-1-carboxylate N[C@@H]1CC(N(C1)C1=CC=C(C=C1)S(=O)(=O)N1CCN(CC1)C(=O)OCC1=CC=CC=C1)=O